benzyl (2S,4R)-4-[tert-butyl(dimethyl)silyl]oxy-2-(5-iodo-1H-imidazol-2-yl)pyrrolidine-1-carboxylate [Si](C)(C)(C(C)(C)C)O[C@@H]1C[C@H](N(C1)C(=O)OCC1=CC=CC=C1)C=1NC(=CN1)I